7-Cyclobutoxy-N-(2-(difluoromethoxy)pyridin-3-yl)-2-(1-methyl-2-oxabicyclo[2.2.1]heptan-4-yl)imidazo[1,2-a]pyridine-6-carboxamide C1(CCC1)OC1=CC=2N(C=C1C(=O)NC=1C(=NC=CC1)OC(F)F)C=C(N2)C21COC(CC2)(C1)C